(2S,4r)-1-[(2S)-2-(4-cyclopropyl-triazol-1-yl)-3,3-dimethyl-butyryl]-4-hydroxy-N-[(6-methyl-2-pyrrolidin-1-yl-3-pyridinyl)methyl]pyrrolidine-2-carboxamide C1(CC1)C=1N=NN(C1)[C@H](C(=O)N1[C@@H](C[C@H](C1)O)C(=O)NCC=1C(=NC(=CC1)C)N1CCCC1)C(C)(C)C